4-(3-(4-(3-hydroxypropoxy)phenyl)pyrrolidin-1-yl)-2-(trifluoro-methyl)benzonitrile OCCCOC1=CC=C(C=C1)C1CN(CC1)C1=CC(=C(C#N)C=C1)C(F)(F)F